FC(C1=NN=C(S1)NC(=O)C1=NN2C(C(N(CC2)CC=2C(=NC(=CC2)F)C)=O)=C1C1CC1)F 3-Cyclopropyl-5-(6-fluoro-2-methylpyridin-3-ylmethyl)-4-oxo-4,5,6,7-tetrahydropyrazolo[1,5-a]pyrazine-2-carboxylic acid (5-difluoromethyl-[1,3,4]thiadiazol-2-yl) amide